ClC1=CC=C(C=C1)C1(CN(C1)C=1N=C(C2=C(N1)CC[S@]2=O)NC2(CCC2)CO)O |r| (R/S)-2-(3-(4-chlorophenyl)-3-hydroxyazetidin-1-yl)-4-((1-(hydroxymethyl)cyclobutyl)amino)-6,7-dihydrothieno[3,2-d]pyrimidine 5-oxide